methyl 3-(1-fluoro-2-methylprop-1-en-1-yl)bicyclo[1.1.1]pentane-1-carboxylate FC(=C(C)C)C12CC(C1)(C2)C(=O)OC